C(C)(=O)NC=1SC2=C(N1)C1=CC=CC=C1C=C2 2-acetamidonaphtho[1,2-d]thiazole